9-tert-butyldimethylcarbazole C(C)(C)(C)N1C2=CC=CC=C2C=2C=CC(=C(C12)C)C